BrC1=C2C=NN(C2=CC(=C1C1(CC1)B1OC(C(O1)(C)C)(C)C)Cl)C1OCCCC1 4-bromo-6-chloro-1-(tetrahydro-2H-pyran-2-yl)-5-(1-(4,4,5,5-tetramethyl-1,3,2-dioxaborolan-2-yl)cyclopropyl)-1H-indazole